(R)-2-(3-((6-chloro-5-methylpyridazin-3-yl)amino)piperidin-1-yl)ethan-1-ol ClC1=C(C=C(N=N1)N[C@H]1CN(CCC1)CCO)C